N-cyclopropyl-1-hydroxy-N,6,6,9-tetramethyl-3-pentyl-6H-benzo[c]chromene-2-carboxamide C1(CC1)N(C(=O)C=1C(=C2C3=C(C(OC2=CC1CCCCC)(C)C)C=CC(=C3)C)O)C